CC1=C(OC2=C(C=C(C=C2C1=O)C)[C@@H](C)NC1=C(C(=O)O)C=CC=C1)C1=CC=C(C=C1)C(NC)=O 2-[[(1R)-1-[3,6-Dimethyl-2-[4-(methylcarbamoyl)phenyl]-4-oxo-chromen-8-yl]ethyl]amino]benzoic acid